3-(3-chloro-2-methylanilino)-2-{3-[(5,5-dimethyl-1,4-dioxan-2-yl)methoxy]pyridin-4-yl}-1,5,6,7-tetrahydro-4H-pyrrolo[3,2-c]pyridin-4-one ClC=1C(=C(NC2=C(NC3=C2C(NCC3)=O)C3=C(C=NC=C3)OCC3OCC(OC3)(C)C)C=CC1)C